CC=1C=C(C2=C(C=C(O2)CN2CC3=CC=CN4C3=C(C2=O)C=N4)C1)C(=O)O 5-methyl-2-((3-oxo-3H-pyrazolo[4,5,1-ij][1,6]naphthyridin-4(5H)-yl)methyl)benzofuran-7-carboxylic acid